(5E)-7-methoxy-1-methyl-indazole-5-formaldoxime COC=1C=C(C=C2C=NN(C12)C)C=NO